Methyl (S)-3-(4-methoxyphenyl)-2-(2-(1-(3-(pyridin-3-yl)propanoyl)piperidin-4-yl)acetamido)propanoate COC1=CC=C(C=C1)C[C@@H](C(=O)OC)NC(CC1CCN(CC1)C(CCC=1C=NC=CC1)=O)=O